ClC=1C(=NC=C(C1C)F)C(C#N)(C)C 2-(3-chloro-5-fluoro-4-methylpyridin-2-yl)-2-methylpropanenitrile